2-(1-(2,5-Difluorophenyl)-4-(triisopropylsilyl)but-3-yn-1-yl)-4-fluoro-6-(4-(4-Methylpiperazin-1-yl)phenyl)isoindolin-1-one FC1=C(C=C(C=C1)F)C(CC#C[Si](C(C)C)(C(C)C)C(C)C)N1C(C2=CC(=CC(=C2C1)F)C1=CC=C(C=C1)N1CCN(CC1)C)=O